C(C=C)(=O)N1CC(CC1)C=1N=C(N2C(=NC=CC21)N)C2=CC(=C(C(=O)NC1=NC=CC(=C1)C#N)C=C2)F 4-(1-(1-acryloylpyrrolidin-3-yl)-5-aminoimidazo[1,5-c]pyrimidin-3-yl)-N-(4-cyanopyridin-2-yl)-2-fluorobenzamide